tungsten-silicon-boron [B].[Si].[W]